(2-(Cyclopropylamino)-4-fluorophenyl)-6-(difluoromethyl)pyridazine-4-carboxamide C1(CC1)NC1=C(C=CC(=C1)F)C=1N=NC(=CC1C(=O)N)C(F)F